5-bromo-3-chloromethylpicolinamide BrC=1C=C(C(=NC1)C(=O)N)CCl